F[C@@H]1[C@@H](C1)C(=O)NC1=CC=C2C(=N1)N(C=C2C2=C(C=1N(C=C2)N=CN1)OC)COCC[Si](C)(C)C (1S,2S)-2-fluoro-N-(3-[8-methoxy-[1,2,4]triazolo[1,5-a]pyridin-7-yl]-1-[[2-(trimethylsilyl)ethoxy]methyl]pyrrolo[2,3-b]pyridin-6-yl)cyclopropane-1-carboxamide